N-(5-chloro-2-methylphenyl)-1-(3-(trifluoromethyl)-5-hydroxyphenyl)-1H-1,2,3-triazole-4-carboxamide ClC=1C=CC(=C(C1)NC(=O)C=1N=NN(C1)C1=CC(=CC(=C1)O)C(F)(F)F)C